(1R,2S)-2-ALLYLCYCLOPENTYL METHANESULFONATE CS(=O)(=O)O[C@H]1[C@@H](CCC1)CC=C